C(C)C=1C(=NN2C1C(NCC2)=O)C(=O)O 3-ethyl-4-oxo-4,5,6,7-tetrahydropyrazolo[1,5-a]pyrazine-2-carboxylic acid